COC(C(N1C[C@@H](CC1)N1N=CC(=C1)CCC1=NC=2NCCCC2C=C1)C1=CC=CC=C1)=O 2-phenyl-2-((R)-3-(4-(2-(5,6,7,8-tetrahydro-1,8-naphthyridin-2-yl)ethyl)-1H-pyrazol-1-yl)pyrrolidin-1-yl)acetic acid methyl ester